6-(difluoromethyl)-8-(6-(2-methoxyethyl)-2,6-diazaspiro[3.3]heptan-2-yl)-N-(1-(methylsulfonyl)piperidin-4-yl)pyrido[3,4-d]pyrimidin-2-amine FC(C1=CC2=C(N=C(N=C2)NC2CCN(CC2)S(=O)(=O)C)C(=N1)N1CC2(C1)CN(C2)CCOC)F